NC1=C(C=C(C=N1)C=1C=C2N(N1)CCC21CN(C1)C(=O)NC1(CCC1)C=1C=NC=CC1)OC(F)F 2'-[6-amino-5-(difluoromethoxy)pyridin-3-yl]-N-[1-(pyridin-3-yl)cyclobutyl]-5',6'-dihydrospiro[azetidine-3,4'-pyrrolo[1,2-b]pyrazole]-1-carboxamide